C(CC)N(C(=S)N)CCC N,N-dipropyl-thiourea